ClC1=CC=C(C=C1)C=1C(=CC=CC1)C(=O)N1CCN(CC1)CC=1C=C2CN(C(C2=CC1)=O)C1C(NC(CC1)=O)=O 3-(5-((4-(4'-chloro-[1,1'-biphenyl]-2-carbonyl)piperazin-1-yl)methyl)-1-oxoisoindolin-2-yl)piperidine-2,6-dione